1-(4-{1-oxo-4-[2-(2,2,2-trifluoroethoxy)phenyl]-1,3-dihydro-2H-pyrrolo[3,4-c]pyridin-2-yl}phenyl)cyclopropane-1-carbonitrile O=C1N(CC=2C(=NC=CC21)C2=C(C=CC=C2)OCC(F)(F)F)C2=CC=C(C=C2)C2(CC2)C#N